6-[1-(5-chloro-2-methoxypyridine-3-sulfonyl)-2,3-dihydro-1H-indol-4-yl]quinazolin-2-amine ClC=1C=C(C(=NC1)OC)S(=O)(=O)N1CCC2=C(C=CC=C12)C=1C=C2C=NC(=NC2=CC1)N